ClC=1C=CC(=C(C1)C1=CC(=C(N=N1)SCC[Si](C)(C)C)NC1=CC(=NC=N1)NC(=O)CCN1CC(N(C(C1)C)C(=O)OC(C)(C)C)C)F tert-butyl 4-{2-[(6-{[6-(5-chloro-2-fluorophenyl)-3-{[2-(trimethylsilyl)ethyl]sulfanyl}pyridazin-4-yl]amino}pyrimidin-4-yl)carbamoyl]ethyl}-2,6-dimethylpiperazine-1-carboxylate